[Pd](Cl)Cl.C1(=CC=CC=C1)[PH+](C1=CC=CC=C1)C1=CC=CC=C1.C1(=CC=CC=C1)[PH+](C1=CC=CC=C1)C1=CC=CC=C1 ditriphenylphosphonium palladium dichloride